NC(C(C)NC(=O)N1C(C(NC2=C(C1)C=CC=C2)=O)C(C)CC)=O N-(1-amino-1-oxopropan-2-yl)-3-(sec-butyl)-2-oxo-1,2,3,5-tetrahydro-4H-benzo[1,4]diazepine-4-carboxamide